N-[(1H-benzimidazol-2-yl)methyl]-6-cyclopropyl-1-methyl-1H-pyrazolo[3,4-b]pyrazin-3-amine N1C(=NC2=C1C=CC=C2)CNC2=NN(C1=NC(=CN=C12)C1CC1)C